tert-butyl 3-(1-(4-fluoro-2-(isopropyl(methyl)carbamoyl)phenyl)-1H-pyrrolo[2,3-c]pyridin-3-yl)piperidine-1-carboxylate FC1=CC(=C(C=C1)N1C=C(C=2C1=CN=CC2)C2CN(CCC2)C(=O)OC(C)(C)C)C(N(C)C(C)C)=O